aspartyl-phosphonic acid N[C@@H](CC(=O)O)C(=O)P(O)(O)=O